FC(C1CCN(CC1)C=1C=NC2=CC(=CC=C2C1)NC1CCC(CC1)NC(OC(C)(C)C)=O)(F)F tert-butyl (4-((3-(4-(trifluoromethyl)piperidin-1-yl) quinolin-7-yl)amino)cyclohexyl)carbamate